(E)-3-(fluoromethylene)pyrrolidine hydrochloride Cl.F\C=C/1\CNCC1